4-amino-3-[(5-methyl-1,3,4-thiadiazol-2-yl)amino]-N-(1-methylcyclopropyl)benzenesulfonamide NC1=C(C=C(C=C1)S(=O)(=O)NC1(CC1)C)NC=1SC(=NN1)C